(2,6-Dichloropyridin-4-yl)methyl (S)-3-amino-3-phenylpropanoate hydrochloride Cl.N[C@@H](CC(=O)OCC1=CC(=NC(=C1)Cl)Cl)C1=CC=CC=C1